C1(=CC=CC=2C3=CC=CC=C3CC12)COC(=O)N[C@@H](CC(NC(C1=CC=CC=C1)(C1=CC=CC=C1)C1=CC=CC=C1)=O)C(=O)O N-fluorenylmethoxycarbonyl-N'-trityl-L-asparagine